(4-(thieno[2,3-b]pyridin-4-yl)thiophen-2-yl)-4-oxobutanoic acid S1C=CC=2C1=NC=CC2C=2C=C(SC2)C(C(=O)O)CC=O